NC=1N=CC(=NC1C=1OC(=NN1)C1=C(C=C(C=C1)CNCC(C)F)F)C1=CC=C(C=C1)S(=O)(=O)C(CCO)C 3-(4-(5-amino-6-(5-(2-fluoro-4-((2-fluoropropylamino)methyl)phenyl)-1,3,4-oxadiazol-2-yl)pyrazin-2-yl)phenylsulfonyl)butan-1-ol